N1(CCC1)C(=O)C1=NN2C=3C=NC(=C(C3C(=N[C@H](C2=N1)C)C1=C(C=CC=C1F)F)Cl)C(F)(F)F azetidin-1-yl-[(7S)-11-chloro-9-(2,6-difluorophenyl)-7-methyl-12-(trifluoromethyl)-2,3,5,8,13-pentazatricyclo[8.4.0.02,6]tetradeca-1(10),3,5,8,11,13-hexaen-4-yl]methanone